FC(S(=O)(=O)OC1=CC(=C(C2=CC=CC=C12)C)O[Si](C(C)C)(C(C)C)C(C)C)(F)F 4-methyl-3-((triisopropylsilyl)oxy)naphthalen-1-yl trifluoromethanesulfonate